C(CC(=O)[O-])CC(=O)[O-] The molecule is a dicarboxylic acid dianion obtained by deprotonation of both the carboxy groups of glutaric acid. It has a role as a human metabolite. It is a dicarboxylic acid dianion and a glutarate. It is a conjugate base of a glutarate(1-).